C1OC2=CC=C(C=C2O1)C(C(=O)O)NC(=N)N 4-methylenedioxyphenyl-guanidinoacetic acid